N'-[2-(2,5-dichlorothiophen-3-yl)ethyl]-N-(3-hydroxypropyl)guanidine ClC=1SC(=CC1CCNC(NCCCO)=N)Cl